4-[3-[cyano[(S)-2-(4-chlorophenyl)-3-methyl-1-oxobutoxy]methyl]phenoxy]phenylpropionic acid C(#N)C(C=1C=C(OC2=CC=C(C=C2)C(C(=O)O)C)C=CC1)OC([C@@H](C(C)C)C1=CC=C(C=C1)Cl)=O